COC1=CC=C(CN2N=CC=C2C=2CCNCC2)C=C1 1-(4-methoxybenzyl)-5-(1,2,3,6-tetrahydropyridin-4-yl)-1H-pyrazole